NC1=NNC2=C1C(=NC=C2C=2C=CC1=C(N=C3COCC(N31)C)N2)C2=CC=C(CNC(C3=C(C=CC(=C3)F)OC)=O)C=C2 N-(4-(3-amino-7-(6-methyl-6,7-dihydro-9H-pyrido[2',3':4,5]imidazo[2,1-c][1,4]oxazin-2-yl)-1H-pyrazolo[4,3-c]pyridin-4-yl)benzyl)-5-fluoro-2-methoxybenzamide